2-(4-(4-(4-((4-(2-(3-chloro-5-cyanophenyl)prop-2-yl)phenoxy)methyl)pyrimidine-2-yl)piperazin-1-yl)piperidin-1-yl)-7-azaspiro[3.5]nonane-7-carboxylic acid tert-butyl ester C(C)(C)(C)OC(=O)N1CCC2(CC(C2)N2CCC(CC2)N2CCN(CC2)C2=NC=CC(=N2)COC2=CC=C(C=C2)C(C)(C)C2=CC(=CC(=C2)C#N)Cl)CC1